CC=1N=C2C(=NC1)C=CS2 3-methylthieno[3,2-b]pyrazine